5-chloro-2-methoxybenzoate ClC=1C=CC(=C(C(=O)[O-])C1)OC